methoxyisoindolin COC1NCC2=CC=CC=C12